N(=NC(C(=O)NCCCC)(C)C)C(C(=O)NCCCC)(C)C 2,2'-azobis(N-butyl-2-methylpropanamide)